dihydroimidazo[5,1-a]isoquinolin-8-ol hydrochloride Cl.C1NCN2C1=C1C=CC(=CC1=CC2)O